ClC1=NC(=CC=2N=CN=C(C21)NC=2C(=C1C=CC=NC1=CC2)F)Cl 5,7-dichloro-N-(5-fluoroquinolin-6-yl)pyrido[4,3-d]pyrimidin-4-amine